silaneol [SiH3]O